O(O)O (oxy) alcohol